F[C@@H]1CC=2N(C=NC2[C@@H](N[S@@](=O)C(C)(C)C)C=2N(C3=CC=CC=C3C2)S(=O)(=O)C2=CC=CC=C2)C1 (S)-N-((R)-((R)-6-fluoro-6,7-dihydro-5H-pyrrolo[1,2-c]imidazol-1-yl)(1-(phenylsulfonyl)-1H-indol-2-yl)methyl)-2-methylpropane-2-sulfinamide